6H-imidazo[2,1-b][1,3]Thiazole-2-carboxylic acid ethyl ester C(C)OC(=O)C1=CN2C(S1)=NCC2